N-(7-chloro-6-(1-(4-hydroxy-3-methyltetrahydrofuran-3-yl)piperidin-4-yl)isoquinolin-3-yl)-6,6-difluorospiro[2.5]octane-1-carboxamide ClC1=C(C=C2C=C(N=CC2=C1)NC(=O)C1CC12CCC(CC2)(F)F)C2CCN(CC2)C2(COCC2O)C